(E)-4-(2-chlorophenyl)-2-[1-cyclopropyl-2-(2-carboxy-4-fluorobenzylidene)hydrazino]thiazole ClC1=C(C=CC=C1)C=1N=C(SC1)N(/N=C/C1=C(C=C(C=C1)F)C(=O)O)C1CC1